(R)-2-((N-cyclopropylsulfamoyl)amino)-N-(1-(6-ethynyl-1-methyl-5-oxo-4-phenyl-1,2,4,5-tetrahydropyrrolo[4,3,2-de]isoquinolin-3-yl)ethyl)pyrazolo[1,5-a]pyrimidine-3-carboxamide C1(CC1)NS(=O)(=O)NC1=NN2C(N=CC=C2)=C1C(=O)N[C@H](C)C=1N(C(C=2C(=CC=C3C2C1CN3C)C#C)=O)C3=CC=CC=C3